C(C)(C)C1=C(NC2=CC=C(C=C12)C=1OC(=C(N1)C(=O)NCC1CNCC1)C)C1=CC(=NC=C1)C 2-(3-isopropyl-2-(2-methylpyridin-4-yl)-1H-indol-5-yl)-5-methyl-N-(pyrrolidin-3-ylmethyl)oxazole-4-carboxamide